3-acryloxy-2-hydroxypropyltrimethylammonium chloride [Cl-].C(C=C)(=O)OCC(C[N+](C)(C)C)O